dihydrovanillyl-phenol C(C1CC(OC)=C(O)C=C1)C1=C(C=CC=C1)O